FC(C1=C(C=C(C=N1)C1=N[C@H](COC2=C1C=CC=C2F)C(C)C)C)F (3S)-5-[6-(difluoromethyl)-5-methyl-3-pyridyl]-9-fluoro-3-isopropyl-2,3-dihydro-1,4-benzoxazepine